2-(2,6-dioxopiperidin-3-yl)-5-(piperazin-1-yl)isoindole-1,3-dione O=C1NC(CCC1N1C(C2=CC=C(C=C2C1=O)N1CCNCC1)=O)=O